C(C)(=O)N1[C@H]([C@@H]([C@H](C2=CC(=CC=C12)C(=O)NCCO[Si](C)(C)C(C)(C)C)N)C)C1CC1 (2S,3R,4R)-1-acetyl-4-amino-N-(2-((tert-butyldimethylsilyl)oxy)ethyl)-2-cyclopropyl-3-methyl-1,2,3,4-tetrahydroquinoline-6-carboxamide